(1r,2s)-2-(hydroxymethyl)-N-(6-(4-methylpyridin-3-yl)benzo[d]thiazol-2-yl)cyclopropane-1-carboxamide OC[C@@H]1[C@@H](C1)C(=O)NC=1SC2=C(N1)C=CC(=C2)C=2C=NC=CC2C